4-((5-(benzyloxy)-3-fluoro-2-(4-fluoro-2-methylphenyl)-1H-indol-1-yl)methyl)phenethyl 4-methylbenzenesulfonate CC1=CC=C(C=C1)S(=O)(=O)OCCC1=CC=C(C=C1)CN1C(=C(C2=CC(=CC=C12)OCC1=CC=CC=C1)F)C1=C(C=C(C=C1)F)C